1,2-difluorododecane FCC(CCCCCCCCCC)F